(S)-methyl 2-((1R,2S,5S)-6,6-dimethyl-3-(2-(4-methylcyclohexyl)acetyl)-3-azabicyclo[3.1.0]hexane-2-carboxamido)-3-((S)-2-oxopyrrolidin-3-yl)propanoate CC1([C@H]2CN([C@@H]([C@@H]12)C(=O)N[C@H](C(=O)OC)C[C@H]1C(NCC1)=O)C(CC1CCC(CC1)C)=O)C